2-octylamino-1,4-benzoquinone C(CCCCCCC)NC=1C(C=CC(C1)=O)=O